N-[(3-methoxythiophen-2-yl)methyl]-2-[(9R)-9-pyridin-2-yl-6-oxaspiro[4.5]dec-9-yl]ethanamine COC1=C(SC=C1)CNCC[C@]1(CCOC2(CCCC2)C1)C1=NC=CC=C1